N1(CCCC1)CCC[Si](OC)(OC)OC 3-pyrrolidinylpropyl-trimethoxysilane